[Cu]=O.[Mn].[Fe].[Ni] nickel-iron-manganese-copper oxide